1-methyl-3-(4,5-dioxaborolan-2-yl)-1H-pyrazole CN1N=C(C=C1)C1BOOC1